C(C=1C(=C(C(=CC1)C(C)(C)C)O)C(C)(C)C)C=1C(=C(C(=CC1)C(C)(C)C)O)C(C)(C)C methylenebis(2,6-di-tert-butylphenol)